5-chloro-2-(1,3-dihydropyrrolo[3,4-c]pyridin-2-yl)oxazolo[4,5-b]pyridine ClC1=CC=C2C(=N1)N=C(O2)N2CC=1C=NC=CC1C2